methyl 6-bromo-3-(((2-((tert-butoxycarbonyl) amino)phenyl) amino)methyl)-2-fluorobenzoate BrC1=CC=C(C(=C1C(=O)OC)F)CNC1=C(C=CC=C1)NC(=O)OC(C)(C)C